pentane (S)-1-Chloroethyl-2-[(o-ethoxyphenoxy)methyl]-4-morpholinecarboxylate Cl[C@@H](C)OC(=O)N1CC(OCC1)COC1=C(C=CC=C1)OCC.CCCCC